1-(5-tert-butyl-2H-pyrazol-3-yl)-3-[4-(5-fluoro-benzimidazol-1-yl)-phenyl]-urea C(C)(C)(C)C=1C=C(NN1)NC(=O)NC1=CC=C(C=C1)N1C=NC2=C1C=CC(=C2)F